C(CCC)C=1C(=NC=CC1NC(CC1=C(C=C(C(=C1)OC)C(=C)C)F)=O)C(=O)N butyl-4-[[2-(2-fluoro-4-isopropenyl-5-methoxy-phenyl)acetyl]amino]pyridine-2-carboxamide